NCCOCCOCCN1[C@@H]2CN([C@H](C1)C2)CCOCCOCCOCCOCCC=O 1-((1S,4S)-5-(2-(2-(2-aminoethoxy)ethoxy)ethyl)-2,5-diazabicyclo[2.2.1]heptan-2-yl)-3,6,9,12-tetraoxapentadecan-15-one